(R)-6-(5-ethyl-6,7-dihydro-5H-pyrrolo[2,1-c][1,2,4]triazol-3-yl)pyridin-2-amine C(C)[C@@H]1CCC2=NN=C(N21)C2=CC=CC(=N2)N